ClC1=CC(=C(C=N1)C(=O)C1CCCC1)NC1=C(C(=CC=C1)C1=NN(C=N1)C)OC (6-chloro-4-((2-methoxy-3-(1-methyl-1H-1,2,4-triazol-3-yl)phenyl)amino)pyridin-3-yl)(cyclopentyl)methanone